2-(1-cyclobutyl-6-(trifluoromethyl)-1H-benzo[d]imidazol-2-yl)-5-hydroxy-N-(isoxazol-4-yl)-1-methyl-6-oxo-1,6-dihydropyrimidine-4-carboxamide C1(CCC1)N1C(=NC2=C1C=C(C=C2)C(F)(F)F)C=2N(C(C(=C(N2)C(=O)NC=2C=NOC2)O)=O)C